(2R,5S)-4-(2-Chloro-6-((1-(methoxycarbonyl)-1,2,3,4-tetrahydronaphthalen-1-yl)methyl)-5-nitropyrimidine-4-yl)-2,5-dimethylpiperazine-1-carboxylate ClC1=NC(=C(C(=N1)N1C[C@H](N(C[C@@H]1C)C(=O)[O-])C)[N+](=O)[O-])CC1(CCCC2=CC=CC=C12)C(=O)OC